(5S,6R)-5-(4-(4-((4-(2-((S)-2,6-dioxopiperidin-3-yl)-1-oxoisoindolin-5-yl)piperazin-1-yl)methyl)piperidin-1-yl)phenyl)-6-phenyl-5,6,7,8-tetrahydronaphthalene-2-carboxylic acid O=C1NC(CC[C@@H]1N1C(C2=CC=C(C=C2C1)N1CCN(CC1)CC1CCN(CC1)C1=CC=C(C=C1)[C@H]1C=2C=CC(=CC2CC[C@H]1C1=CC=CC=C1)C(=O)O)=O)=O